C1=CC(OC1=O)(CC(=O)O)C(=O)O The molecule is a 5-oxo-2-furylacetic acid having a carboxy group at the 2-position. It is a furoic acid and a 5-oxo-2-furylacetic acid. It is a conjugate acid of a 2-(carboxylatomethyl)-5-oxo-2,5-dihydro-2-furoate(2-).